methyl 2-(5-pentylpicolinamido)isonicotinate C(CCCC)C=1C=CC(=NC1)C(=O)NC=1C=C(C(=O)OC)C=CN1